C(C)(C)C1=NC(=CC=C1C=1C=C(C(N(C1)C)=O)C)N1CCN(CC1)CC=1C=NC(=NC1)N1CCNCC1 5-[2-isopropyl-6-[4-[(2-piperazin-1-ylpyrimidin-5-yl)methyl]piperazin-1-yl]-3-pyridyl]-1,3-dimethyl-pyridin-2-one